C(C)(C)(C)OC(=O)N1C(CC(CC1)NC(C(COC1=NC=CC=C1C(F)(F)F)(C)C)=O)C 4-(2,2-dimethyl-3-((3-(trifluoromethyl)pyridin-2-yl)oxy)propanamido)-2-methylpiperidine-1-carboxylic acid tert-butyl ester